3-(3-((5-(difluoromethyl)-2-((3-methyl-1-(1-methylpiperidin-4-yl)-1H-pyrazol-4-yl)amino)pyrimidin-4-yl)amino)propyl)-1,3-oxazinan-2-one FC(C=1C(=NC(=NC1)NC=1C(=NN(C1)C1CCN(CC1)C)C)NCCCN1C(OCCC1)=O)F